C[O-].C[O-].C[O-].C[Ti+3]C1C=CC=C1 methylcyclopentadienyl-titanium trimethoxide